N-(5-((3-((4,4-difluoro-butan-2-yl)amino)-1H-pyrazolo[3,4-b]pyridin-4-yl)oxy)pyridin-2-yl)-5-(4-fluorophenyl)-1-methyl-4-oxo-1,4-dihydropyridine-3-carboxamide FC(CC(C)NC1=NNC2=NC=CC(=C21)OC=2C=CC(=NC2)NC(=O)C2=CN(C=C(C2=O)C2=CC=C(C=C2)F)C)F